ClC=1C(=NC=CC1)N1N=C(C=C1C(=O)O)I 2-(3-chloro-2-pyridinyl)-5-iodo-pyrazole-3-carboxylic acid